C(C)(C)(C)OC([C@H](CC1=CC=C(C=C1)[N+](=O)[O-])NC(C(=O)O)=O)=O (S)-2-((1-(tert-butoxy)-3-(4-nitrophenyl)-1-oxopropan-2-yl)amino)-2-oxoacetic acid